4-amino-1-methyl-1,2,4-triazolium nitrate [N+](=O)([O-])[O-].NN1C=N[N+](=C1)C